FC1=C(C(=CC=C1C(F)(F)F)OC)C1=CC(=NC=C1C(=O)NC=1SC(=NN1)OC[Si](C)(C)C)C 4-(2-Fluoro-6-methoxy-3-(trifluoromethyl)phenyl)-6-methyl-N-(5-((trimethylsilyl)methoxy)-1,3,4-thiadiazol-2-yl)nicotinamide